FC=1C(=C(C=CC1F)N[C@H](C)C=1C=C(C=C2C(N(C(=NC12)N1CCOCC1)C)=O)C)N1CCC(CC1)O (R)-8-(1-((3,4-difluoro-2-(4-hydroxypiperidin-1-yl)phenyl)amino)ethyl)-3,6-dimethyl-2-morpholinoquinazolin-4(3H)-one